ClC1=CC(=NC(=C1)N1CCOCC1)C#CC(C)NC(OC(C)(C)C)=O tert-butyl N-[4-[4-chloro-6-(morpholin-4-yl)pyridin-2-yl]but-3-yn-2-yl]carbamate